1-(3,4-Dihydroisoquinolin-2(1H)-yl)-2,2,2-trifluoroethanone C1N(CCC2=CC=CC=C12)C(C(F)(F)F)=O